4-amino-2-butoxy-8-(3-(pyrrolidin-1-ylmethyl)benzyl)-7,8-dihydropteridin-6(5H)-one NC1=NC(=NC=2N(CC(NC12)=O)CC1=CC(=CC=C1)CN1CCCC1)OCCCC